C(CCC)(=O)OCC(CCCC)C 2-methylhexyl butyrate